1-chloro-2-fluoro-3-nitrobenzene ClC1=C(C(=CC=C1)[N+](=O)[O-])F